4-iodo-2-(6-azaspiro[2.5]octan-6-yl)benzoic acid methyl ester COC(C1=C(C=C(C=C1)I)N1CCC2(CC2)CC1)=O